2-[[4-[(E)-3-(3-Butoxy-4-methoxyphenyl)prop-2-enoyl]phenyl]sulfonyl-methylamino]acetic acid C(CCC)OC=1C=C(C=CC1OC)/C=C/C(=O)C1=CC=C(C=C1)S(=O)(=O)N(CC(=O)O)C